FC(C=1C=C(C=CC1)[C@@H](C)N)(F)F (R)-1-(3-(trifluoromethyl)phenyl)ethan-1-amine